dihydro-5-hydroxyl-furan-2-one OC1CCC(O1)=O